N-(4-(4-amino-7-(2,2-difluoroethyl)-7H-pyrrolo[2,3-d]pyrimidin-5-yl)phenyl)-5-(4-Chlorophenyl)-1-isopropyl-4-oxo-1,4-dihydropyridazine-3-carboxamide NC=1C2=C(N=CN1)N(C=C2C2=CC=C(C=C2)NC(=O)C2=NN(C=C(C2=O)C2=CC=C(C=C2)Cl)C(C)C)CC(F)F